cis-4-(Boc-amino)cyclohexanol C(=O)(OC(C)(C)C)N[C@H]1CC[C@H](CC1)O